ClC1=NC(=C2C(=N1)N(N=C2)[C@H]2[C@@H]([C@@]([C@H](O2)CO)(O)C(F)(F)F)O)N2C[C@@H]1[C@H](C2)CCC1 (2R,3S,4R,5R)-5-(6-chloro-4-((3aR,6aS)-hexahydrocyclopenta[c]pyrrol-2(1H)-yl)-1H-pyrazolo[3,4-d]pyrimidin-1-yl)-2-(hydroxymethyl)-3-(trifluoromethyl)tetrahydrofuran-3,4-diol